benzoyl-piperidinyl-piperidine C(C1=CC=CC=C1)(=O)C1N(CCCC1)N1CCCCC1